cyclohexylisopropyl-amide C1(CCCCC1)[N-]C(C)C